N1CC(C1)OC=1C=CC(=C(C(=O)N[C@H](C)C2=CC(=CC=C2)C=2SC(=CN2)CNC2CCCC2)C1)C (R)-5-(azetidin-3-yloxy)-N-(1-(3-(5-((cyclopentylamino)methyl)thiazol-2-yl)phenyl)ethyl)-2-methylbenzamide